4-Amino-N-(1-aza-tricyclo[3.3.1.0*3,7*]non-4-yl)-5-chloro-2-methoxy-benzamide NC1=CC(=C(C(=O)NC2C3CN4CC3CC2C4)C=C1Cl)OC